8-(5-cyclopropoxy-2-methyl-4-nitrophenyl)-1,4-dioxaspiro[4.5]dec-7-ene C1(CC1)OC=1C(=CC(=C(C1)C1=CCC2(OCCO2)CC1)C)[N+](=O)[O-]